3-(((7-(2-aminopyrimidin-4-yl)-2,3-dihydrofuro[3,2-c]pyridin-4-yl)amino)methyl)-N-(2-fluoro-2-methylpropyl)benzamide lithium-nickel-manganese-cobalt [Co].[Mn].[Ni].[Li].NC1=NC=CC(=N1)C=1C2=C(C(=NC1)NCC=1C=C(C(=O)NCC(C)(C)F)C=CC1)CCO2